ethyl 1-(2-((3R,5R,8S,9S,10R,13S,14S,17S)-10-fluoro-3-hydroxy-3,13-dimethylhexadecahydro-1H-cyclopenta[a]phenanthren-17-yl)-2-oxoethyl)-1H-pyrazole-4-carboxylate F[C@]12[C@H]3CC[C@@]4([C@H](CC[C@H]4[C@@H]3CC[C@@H]2C[C@](CC1)(C)O)C(CN1N=CC(=C1)C(=O)OCC)=O)C